1,2-bis(methylene)benzene C=C1C(C=CC=C1)=C